5-(1-benzyl-4-methylpiperidin-4-yl)-2-(2,6-dioxopiperidin-3-yl)isoindoline-1,3-dione C(C1=CC=CC=C1)N1CCC(CC1)(C)C=1C=C2C(N(C(C2=CC1)=O)C1C(NC(CC1)=O)=O)=O